C(N)(OCC(NC(C1=CC(=CC(=C1)C#C)C#C)=O)C(C)(C)C)=O (tert-butyl 2-(3,5-diethynylbenzoylamino) ethyl) carbamate